(S)-3-((1-benzyl-1H-imidazol-4-yl)carbamoyl)pyrrolidine-1-carboxylic acid tert-butyl ester C(C)(C)(C)OC(=O)N1C[C@H](CC1)C(NC=1N=CN(C1)CC1=CC=CC=C1)=O